CC(=CCC=1C(=C(C(=CC1O)CCCCC)C(=O)N1CCOCC1)O)CCC=C(C)C (3-(3,7-dimethylocta-2,6-dien-1-yl)-2,4-dihydroxy-6-pentylphenyl)(morpholino)methanone